BrC=1C(=NN(C1NC(=O)N[C@@H]1CN(C[C@H]1C1=CC(=C(C=C1)F)F)CCOC)C1=CC=CC=C1)C(=O)OCC ethyl 4-bromo-5-(3-((3S,4R)-4-(3,4-difluorophenyl)-1-(2-methoxyethyl)pyrrolidin-3-yl)ureido)-1-phenyl-1H-pyrazole-3-carboxylate